(R)-N'-((5-fluoro-2,4-diisopropylpyridin-3-yl)carbamoyl)-4-(2-hydroxypropan-2-yl)thiophene-2-sulfonimidamide FC=1C(=C(C(=NC1)C(C)C)NC(=O)N=[S@](=O)(N)C=1SC=C(C1)C(C)(C)O)C(C)C